NC=1C=C(C=CC1)C1=NC(=NO1)NC=1C=C2C=NNC2=CC1 5-(3-aminophenyl)-N-(1H-indazol-5-yl)-1,2,4-oxadiazol-3-amine